1-(3-methylphenyl)-1,2-dihydro-(4H)-3,1-benzoxazine CC=1C=C(C=CC1)N1COCC2=C1C=CC=C2